5-(((tert-butyldimethylsilyl)oxy)methyl-2-(difluoromethyl)-4-fluorophenyl)-4-cyclopropyl-1H-imidazole [Si](C)(C)(C(C)(C)C)OCC=1C(=C(C=CC1F)C1=C(N=CN1)C1CC1)C(F)F